methyl 5-(ethylsulfonyl)-6-[7-methyl-3-(pentafluoroethyl)-7H-imidazo[4,5-c]pyridazin-6-yl]-pyridine-2-carboxylate C(C)S(=O)(=O)C=1C=CC(=NC1C1=NC2=C(N=NC(=C2)C(C(F)(F)F)(F)F)N1C)C(=O)OC